NC1=NNC2=NC(=CC(=C21)C2=CC=C(C=C2)C2=C(C(=O)N)C(=C(C=N2)C2=CC=C(C=C2)F)O)C2CCN(CC2)C(C(C)C)=O (4-(3-amino-6-(1-isobutyrylpiperidin-4-yl)-1H-pyrazolo[3,4-b]pyridin-4-yl)phenyl)-5-(4-fluorophenyl)-4-hydroxynicotinamide